Pyrazoloazepine N1=NC=C2C1=CC=CC=N2